ClCC(=O)C=1C=C2CC(NC2=CC1)=O 5-(2-chloroacetyl)indolin-2-one